C(C1=CC=CC=C1)C(C(=O)NC=1C(=NC2=C(C=CC=C2C1)F)C)(CC(=C)C)C 2-benzyl-N-(8-fluoro-2-methyl-3-quinolyl)-2,4-dimethyl-pent-4-enamide